ClC=1C(=C(CN2[C@@H](C[C@@](CC2)(C(=O)O)CC2=NC(=C(C(=C2)C)C)NC2=NNC(=C2)C)C)C=CC1)F (2R,4R)-1-(3-chloro-2-fluorobenzyl)-4-((4,5-dimethyl-6-((5-methyl-1H-pyrazol-3-yl)amino)pyridin-2-yl)methyl)-2-methylpiperidine-4-carboxylic acid